tert-butyl N-[(1S)-2-[4-(2-furylmethylamino)thieno[3,2-d]pyrimidin-6-yl]-1-methyl-ethyl]carbamate O1C(=CC=C1)CNC=1C2=C(N=CN1)C=C(S2)C[C@H](C)NC(OC(C)(C)C)=O